(5Z)-2-(1-Adamantylamino)-3-methyl-5-[(3-methylbenzimidazol-5-yl)methylene]imidazol-4-one C12(CC3CC(CC(C1)C3)C2)NC2=N\C(\C(N2C)=O)=C/C2=CC3=C(N=CN3C)C=C2